6-(4-chlorophenyl)-5H-indeno[1,2-c]isoquinoline-5,11(6H)-dione ClC1=CC=C(C=C1)N1C(C2=CC=CC=C2C2=C1C=1C=CC=CC1C2=O)=O